(R)-5-((E)-2-pyrrolidin-3-ylvinyl)pyrimidine mono-citrate salt C(CC(O)(C(=O)O)CC(=O)O)(=O)O.N1C[C@H](CC1)/C=C/C=1C=NC=NC1